Cl(=O)(=O)(=O)O perchloric acid